C(C)(C)(C)OC(=O)N1[C@@H](CN([C@H](C1)C)C=1C2=C(N=CN1)NC=C2I)C.CC2=C(C=C(C(=C2)N2CC=CC=C2)C)C2=CC=C1C=CC3=CC=CC4=CC=C2C1=C34 1-(2,5-dimethyl-4-(1-pyridyl)phenyl)pyrene tert-butyl-(2R,5S)-4-(5-iodo-7H-pyrrolo[2,3-d]pyrimidin-4-yl)-2,5-dimethylpiperazine-1-carboxylate